9-[(1s,3s)-3-(benzyloxy)-3-methylcyclobutyl]-3-[2-(methoxymethoxy)-6-methyl-4-(trifluoromethyl)phenyl]-9H-pyridazino[3,4-b]indole C(C1=CC=CC=C1)OC1(CC(C1)N1C2=C(C3=CC=CC=C13)C=C(N=N2)C2=C(C=C(C=C2C)C(F)(F)F)OCOC)C